C(C)(=O)C=1C(=NC(=CC1)Cl)N1C[C@@H](CC1)C#N (3R)-1-(3-acetyl-6-chloro-2-pyridyl)pyrrolidine-3-carbonitrile